BrC=1C(=CC(=C(C1)NC([O-])=O)C(C(C)(F)F)=O)F 5-bromo-2-(2,2-difluoropropanoyl)-4-fluorophenylcarbamate